C1(CC1)C(=CC(=O)[O-])C1=CC=CC=C1.[Na+] sodium 3-cyclopropyl-3-phenylacrylate